3-[4-(aminomethyl)-1-oxo-isoindolin-2-yl]piperidine-2,6-dione NCC1=C2CN(C(C2=CC=C1)=O)C1C(NC(CC1)=O)=O